C(C)(C)(C)OC(NCC1=CC=C(C=C1)CN1N=C(C=2C1=NC=NC2N)I)=O 4-((4-amino-3-iodo-1H-pyrazolo[3,4-d]pyrimidin-1-yl)methyl)benzyl-carbamic acid tert-butyl ester